BrC1=C(C=CC=C1)C=1OC=NN1 2-(2-bromophenyl)-1,3,4-oxadiazole